N1CCC2(CC1)C1=C(NS2(=O)=O)C=CC=C1 1H-spiro[benzo[c]isothiazole-3,4'-piperidine] 2,2-dioxide